FC(C(=O)O)(F)F.ClC1=CC=C(C=C1)C[C@@H](CC(=O)O)NC (S)-4-(4-chlorophenyl)-3-(methylamino)butanoic acid trifluoroacetic acid salt